N-((1-(5-(trifluoromethyl)pyridin-2-yl)pyrrolo[1,2-a]pyrazin-3-yl)methyl)acrylamide FC(C=1C=CC(=NC1)C=1C=2N(C=C(N1)CNC(C=C)=O)C=CC2)(F)F